4-isopropyl-5-(8-methyl-[1,2,4]triazolo[1,5-a]pyridin-6-yl)-N-((4-neopentylmorpholin-2-yl)methyl)-1H-pyrazole-3-carboxamide C(C)(C)C=1C(=NNC1C=1C=C(C=2N(C1)N=CN2)C)C(=O)NCC2CN(CCO2)CC(C)(C)C